NC1=C(C#N)C=C(C=C1)C1=NOC(=N1)C 2-amino-5-(5-methyl-1,2,4-oxadiazol-3-yl)benzonitrile